3-(2-amino-6-(1-((5,5-dimethyl-5,6-dihydro-4H-pyrrolo[1,2-b]pyrazol-2-yl)methyl)-1H-1,2,3-triazol-4-yl)pyrimidin-4-yl)-2-methylbenzonitrile NC1=NC(=CC(=N1)C=1C(=C(C#N)C=CC1)C)C=1N=NN(C1)CC=1C=C2N(N1)CC(C2)(C)C